ethoxybenzophenone C(C)OC1=C(C(=O)C2=CC=CC=C2)C=CC=C1